C(C)(C)(C)C=1N=C2N(C=CC=C2)C1 (tert-butyl)imidazo[1,2-a]pyridine